3-benzoyl-1-(isoquinolin-8-ylmethyl)thiourea C(C1=CC=CC=C1)(=O)NC(NCC=1C=CC=C2C=CN=CC12)=S